C(C)(C)(C)C1=CC(=NO1)NC(=O)N1C=NC=C1 N-(5-tert-butylisoxazol-3-yl)-1H-imidazole-1-carboxamide